6-methyl-N-(2-phenylethyl)-3-{(R,S)-[3-(trifluoromethyl)phenyl]sulfonimidoyl}pyridazine-4-carboxamide CC1=CC(=C(N=N1)[S@@](=O)(=N)C1=CC(=CC=C1)C(F)(F)F)C(=O)NCCC1=CC=CC=C1